[Cr+3].[PH2](=O)[NH+]=C(N)N 2-phosphinyl-guanidinium chromium